OC=1C=C(N(C)C)C=C(C1)O 3,5-Dihydroxy-Dimethyl-Aniline